ClC1=C2C(=NC=C1OC=1C=NN3C1C(=NC=C3)OCCN3CCOCC3)N=C(N2C)NC=2C(N(C=C(C2)C2CC2)C)=O 3-((7-chloro-1-methyl-6-((4-(2-morpholinoethoxy)pyrazolo[1,5-a]pyrazin-3-yl)oxy)-1H-imidazo[4,5-b]pyridin-2-yl)amino)-5-cyclopropyl-1-methylpyridin-2(1H)-one